2-(4-((1-(2-chloro-6-fluorobenzyl)-3,4-dimethyl-2-oxo-1,2,3,4-tetrahydroquinazoline-7-carboxamido)methyl)phenoxy)acetic acid ClC1=C(CN2C(N(C(C3=CC=C(C=C23)C(=O)NCC2=CC=C(OCC(=O)O)C=C2)C)C)=O)C(=CC=C1)F